2'-chloro-4'-(pyridin-2-ylmethoxy)-4,5,5',6'-tetrahydro-2H-spiro[furan-3,8'-pyrano[3,4-b]pyridine] ClC1=CC(=C2C(=N1)C1(OCC2)COCC1)OCC1=NC=CC=C1